CCCCCCCCCCCCC=CCCC Heptadeca-13-ene